OCC(CO)(CO)NC(C)S(=O)(=O)O (2-hydroxy-1,1-bis[hydroxymethyl]ethyl)aminoethanesulfonic acid